OC1(C[C@H](N(C1)C(=O)OC(C)(C)C)C(=O)OC)C 1-tert-butyl 2-methyl (2S)-4-hydroxy-4-methylpyrrolidine-1,2-dicarboxylate